[Na+].[Na+].OC=1C(=CC2=CC(=CC=C2C1)S(=O)(=O)[O-])S(=O)(=O)[O-] 3-Hydroxynaphthalene-2,7-disulfonic acid disodium salt